C(C)(=O)O[C@@H](COC1=C(C=C(C=C1Cl)S(=O)(=O)C1=CC=C(C=C1)OC[C@H](CS(=O)(=O)CC)OC(C)=O)Cl)CCl (S)-1-(4-((4-((R)-2-acetoxy-3-(ethylsulfonyl)propoxy)phenyl)sulfonyl)-2,6-dichlorophenoxy)-3-chloropropan-2-yl acetate